C(C=C)(=O)N1CC(C1)(OC)CN1C2=C(N(C(C1=O)=O)C=1C(=NC=CC1C)C(C)C)N=C(C(=C2)Cl)C2=C(C(=CC=C2O)F)F 1-((1-acryloyl-3-methoxyazetidin-3-yl)methyl)-7-chloro-6-(2,3-difluoro-6-hydroxyphenyl)-4-(2-isopropyl-4-methylpyridin-3-yl)-1,4-dihydropyrido[2,3-b]pyrazine-2,3-dione